tert-butyl 3-(3-((4-ethynyl-2-fluorophenyl)amino)-5-fluoroisonicotinamido)azetidine-1-carboxylate C(#C)C1=CC(=C(C=C1)NC1=C(C(=O)NC2CN(C2)C(=O)OC(C)(C)C)C(=CN=C1)F)F